morpholinovinylmethylchlorosilane O1CCN(CC1)C=CC[SiH2]Cl